CN1C(N(CC1)C)=O 1,3-Dimethyl-2-imidazolidinon